2-propylpentanoic acid propyl ester C(CC)OC(C(CCC)CCC)=O